C1=CC=CC=2C3=CC=CC=C3C(C12)COC(=O)N(C(C(=O)O)CCC=1C=NC=CC1)C 2-((((9H-Fluoren-9-yl)methoxy)carbonyl)(methyl)amino)-4-(pyridin-3-yl)butanoic acid